C(\C=C\C(=O)OC1CCCCCCC1)(=O)OC(C)(C)C tert-butyl cyclooctyl fumarate